ethyl 3,5-dioxocyclohexanecarboxylate O=C1CC(CC(C1)=O)C(=O)OCC